C(C)(C)(C)C1=NN=C(S1)NC1=CC=CC=C1 5-tert-butyl-N-phenyl-1,3,4-thiadiazol-2-amine